C(N)(=O)[C@H](C)NC1=C(C=CC(=N1)C(=O)O)[C@H]1CC2(CC(C2)(F)F)CCN1CC1=C2C=CNC2=C(C=C1OC)C 6-(((1S)-1-carbamoylethyl)amino)-5-((6R)-2,2-difluoro-7-((5-methoxy-7-methyl-1H-indol-4-yl)methyl)-7-azaspiro[3.5]nonan-6-yl)pyridine-2-carboxylic acid